C(C)(C)(C)C1=C(C=C(C=O)C=C1)F 4-(tert-butyl)-3-fluorobenzaldehyde